5-(7-bromo-2'-(methylthio)-3,4,5',8'-tetrahydro-2H-spiro[naphthalene-1,7'-pyrano[4,3-d]pyrimidin]-4'-yl)-N,N-dimethyl-5,6,7,8-tetrahydro-4H-pyrazolo[1,5-a][1,4]diazepine-2-carboxamide BrC1=CC=C2CCCC3(CC=4N=C(N=C(C4CO3)N3CC=4N(CCC3)N=C(C4)C(=O)N(C)C)SC)C2=C1